C(O)([O-])=O.[Pd+2].C(O)([O-])=O palladium hydrogencarbonate